4-[(2-{[3-(hydroxymethyl)-1H-indazol-6-yl]amino}quinazolin-8-yl)oxy]cyclohexanol OCC1=NNC2=CC(=CC=C12)NC1=NC2=C(C=CC=C2C=N1)OC1CCC(CC1)O